Methyl 2-(4-bromo-2-chloro-5-fluorobenzyl)-1-(4,4-dimethyltetrahydrofuran-3-yl)-4-fluoro-1H-benzo[d]imidazole-6-carboxylate BrC1=CC(=C(CC2=NC3=C(N2C2COCC2(C)C)C=C(C=C3F)C(=O)OC)C=C1F)Cl